C(C)OC(=O)C1=NC(=C(C=C1CC)C(=O)O)C1=NC2=C(N1C)C=CC(=C2)SC(F)(F)F ethyl-6-[1-methyl-5-(trifluoromethylthio)benzimidazol-2-yl]pyridine-2,5-dicarboxylic acid ethyl ester